C(C1=CC=CC=C1)OC1=NC(=CC=C1N1CCOC2=C1C=CC(=C2)NC2CN(C2)C(=O)OC(C)(C)C)OCC2=CC=CC=C2 tert-butyl 3-[[4-(2,6-dibenzyloxy-3-pyridyl)-2,3-dihydro-1,4-benzoxazin-7-yl]amino]azetidine-1-carboxylate